(2-bromo-5-fluorothiophen-3-yl)methylamine BrC=1SC(=CC1CN)F